N,N-bis(3-methoxybenzyl)-4-methylthiazol-2-amine COC=1C=C(CN(C=2SC=C(N2)C)CC2=CC(=CC=C2)OC)C=CC1